C(C)(C)(C)OC(=O)N1[C@H](C[C@@H](C1)N1N=C(C(=C1NC)C#N)Br)COC (2R,4S)-4-[3-bromo-4-cyano-5-(methylamino)pyrazol-1-yl]-2-(methoxymethyl)pyrrolidine-1-carboxylic acid tert-butyl ester